BrC=1C(=NN(C1)C)COC[C@@H](C)OC(NC)=O (R)-(1-((4-bromo-1-methyl-1H-pyrazol-3-yl)methoxy)propan-2-yl)(methyl)carbamate